1H-pyrrolo[2,3-b]pyridin-2-ylboronic acid N1C(=CC=2C1=NC=CC2)B(O)O